2-((6-chloro-3,5-dicyano-4-ethoxypyridin-2-yl)thio)propionamide ClC1=C(C(=C(C(=N1)SC(C(=O)N)C)C#N)OCC)C#N